2-bromo-4'-chlorobiphenyl BrC1=C(C=CC=C1)C1=CC=C(C=C1)Cl